N-[(1S)-5-{[3-amino-4-bromo-6-(pyrazol-1-yl)pyridin-2-yl]amino}-2,3-dihydro-1H-inden-1-yl]acetamide NC=1C(=NC(=CC1Br)N1N=CC=C1)NC=1C=C2CC[C@@H](C2=CC1)NC(C)=O